C(C)(C)(C)OC(C1=C(C=CC=C1)NC(C)C=1C=C(C=C2C(C=C(OC12)C1=CC(=CC=C1)C(C)(C)C#N)=O)C)=O 2-[1-[2-[3-(1-cyano-1-methyl-ethyl)phenyl]-6-methyl-4-oxo-chromen-8-yl]ethylamino]benzoic acid tert-butyl ester